CC(C)(C)OC(=O)N(C1=NC2=CC=CC=C2C(=C1)OC(=O)OC(C)(C)C)C(=O)OC(C)(C)C 2-methylpropan-2-yl ({[(2-methylpropan-2-yl)oxy]carbonyl}[4-({[(2-methylpropan-2-yl)oxy]carbonyl}oxy) quinolin-2-yl]amino)carboxylate